BrC1=C(C(=CC2=CC=C(C=C12)Cl)NS(=O)(=O)C1=CC=C(C=C1)C)C(O)C1=C(C=CC(=C1)F)Cl N-(4-bromo-6-chloro-3-((2-chloro-5-fluorophenyl)(hydroxy)methyl)naphthalen-2-yl)-4-methylbenzenesulfonamide